tert-butyl 3-(5-(3-chloro-4-(dimethylcarbamoyl)phenyl)-1,3,4-thiadiazol-2-yl)-5,6-dihydropyridine-1(2H)-carboxylate ClC=1C=C(C=CC1C(N(C)C)=O)C1=NN=C(S1)C=1CN(CCC1)C(=O)OC(C)(C)C